FC=1C=C(C=CC1)CCCCN1CCC(CC1)N1C(N(C2=C1C=CC=C2)CCCCC2=CC=CC=C2)=O 1-(1-(4-(3-Fluorophenyl)butyl)piperidin-4-yl)-3-(4-phenylbutyl)-1H-benzo[d]imidazol-2(3H)-one